(3,4-epoxycyclohexyl)methanol C1(CC2C(CC1)O2)CO